methyl (R)-3-(1-(methylamino)propyl)bicyclo[1.1.1]pentane-1-carboxylate hydrochloride Cl.CN[C@H](CC)C12CC(C1)(C2)C(=O)OC